O=C1NC(CCC1NC=1C=C(C=CC1)C#CC)=O 3-(3-((2,6-dioxopiperidin-3-yl)amino)phenyl)prop-2-yn